3-((1R,3S)-3-(5-(tert-butyl)oxazol-2-yl)cyclopentyl)-1H-pyrazol-5-amine C(C)(C)(C)C1=CN=C(O1)[C@@H]1C[C@@H](CC1)C1=NNC(=C1)N